trideca-4,8-diene CCCC=CCCC=CCCCC